N-(2-cyclopropyl-5-methyl-4,5-dihydro-2H-[1,2,3]triazolo[4,5-c][1,7]naphthyridin-6-yl)cyclopropanecarboxamide C1(CC1)N1N=C2C(CN(C=3C(=NC=CC23)NC(=O)C2CC2)C)=N1